CC(C)OC(O[C@]1(O[C@H]([C@@H]([C@@H]1O)O)C1=CC=C2C(=NC=NN21)N)C#N)=O carbonic acid ((2R,3S,4R,5S)-5-(4-aminopyrrolo[2,1-f][1,2,4]triazin-7-yl)-2-cyano-3,4-dihydroxytetrahydrofuran-2-yl) methylethyl ester